CN1CCN(CC1)CC1=NN2C(C(NCC2)=O)=C1 2-((4-methylpiperazin-1-yl)methyl)-6,7-dihydropyrazolo[1,5-a]pyrazin-4(5H)-on